N(=C=S)C(CC(=O)N[C@H](C(=O)OC)C)C1=CC(=CC=C1)C(F)(F)F Methyl (2S)-2-{3-isothiocyanato-3-[3-(trifluoromethyl)phenyl]propanamido}propanoate